tert-butyl(2-((2-((tert-butyldimethylsilyl)oxy)propyl)thio)ethyl)carbamate C(C)(C)(C)OC(NCCSCC(C)O[Si](C)(C)C(C)(C)C)=O